FC1=C(NC)C=CC(=C1)SC1=CC=CC=C1 2-fluoro-N-methyl-4-phenylthioaniline